(dimethylamino)arsine CN(C)[AsH2]